ClC1=CC(=C(C=C1)N1CCC(CC1)NC(=O)NCC(OC)OC)F 1-(1-(4-chloro-2-fluorophenyl)piperidin-4-yl)-3-(2,2-dimethoxyethyl)urea